methylenebis(6-tert-butyl-4-methyl-phenol) C(C1=C(C(=CC(=C1)C)C(C)(C)C)O)C1=C(C(=CC(=C1)C)C(C)(C)C)O